C(C)OC(=O)C=1C(=NC(=NC1)S(=O)C)OC 4-methoxy-2-(methylsulfinyl)pyrimidine-5-carboxylic acid ethyl ester